ClCCCCN1N=CC=C(C1=O)C1=CC=C(C=C1)OC1OCCCC1 2-(4-chlorobutyl)4-(4-((tetrahydro-2H-pyran-2-yl)oxy)phenyl)pyridazin-3(2H)-one